C1(CCC1)C1=NC(=CC(=C1)N)F 2-cyclobutyl-6-fluoro-pyridin-4-amine